C(C)(C)(C)OC(=O)N[C@@H](CCC(=O)OCC1=CC=CC=C1)C(=O)OCC1=CC=CC=C1 dibenzyl (tert-butoxycarbonyl)-L-glutamate